C(#N)[C@H](C[C@H]1C(NCCC1)=O)NC(=O)[C@H]1N(C[C@@H]2[C@H]1CC(C2)(F)F)C(=O)C=2NC1=C(C(=CC(=C1C2)F)F)Cl (1S,3aS,6aR)-N-((S)-1-cyano-2-((S)-2-oxopiperidin-3-yl)ethyl)-2-(4,6-difluoro-7-chloro-1H-indole-2-carbonyl)-5,5-difluorooctahydrocyclopenta[c]pyrrole-1-carboxamide